C(=CC)C1=C(OC2=C(C=CC=C2)C2CCCCC2)C=CC=C1 1-(o-propenylphenoxy)-2-cyclohexylbenzene